C(CCCCC)C(C(=O)[O-])CCCC.C(CCCCC)C(C(=O)[O-])CCCC.C(CCCCCCC)[Sn+2]CCCCCCCC Dioctyltin di(2-hexylhexanoate)